5-Oxo-4-(4-trifluoromethylbenzyl)-4,5,8,9-tetrahydrofuro[3,4-c][2,7]naphthyridine O=C1N(C=2C(C=3CCN=CC13)=COC2)CC2=CC=C(C=C2)C(F)(F)F